(7S)-7-Methyl-3-(2-{[(1-methyl-1H-1,2,4-triazol-5-yl)methyl]amino}ethyl)-2-[2-(2-oxo-1,2-dihydropyridin-1-yl)ethyl]-3H,6H,7H,8H,9H-imidazo[4,5-f]chinolin C[C@@H]1NC2=CC=C3C(=C2CC1)N=C(N3CCNCC3=NC=NN3C)CCN3C(C=CC=C3)=O